benzyl (2S,5S)-((7-cyano-5-(isopropylamino)-2,6-naphthyridin-3-yl)amino)-2-methylpiperidine-1-carboxylate C(#N)C1=NC(=C2C=C(N=CC2=C1)N[C@]1(N(CCCC1)C(=O)OCC1=CC=CC=C1)C)NC(C)C